FC1=CC=C(C=C1)N(C(=O)C1NCCOC1)C N-(4-fluorophenyl)-N-methylmorpholine-3-carboxamide